(R)-3-fluoro-N-((2-(6-(2-methylmorpholino)pyridin-2-yl)-1,6-naphthyridin-7-yl)methyl)-5-(methylsulfonyl)benzamide FC=1C=C(C(=O)NCC2=NC=C3C=CC(=NC3=C2)C2=NC(=CC=C2)N2C[C@H](OCC2)C)C=C(C1)S(=O)(=O)C